COCC1=NC=CC(=C1)C1=NSC(=N1)[C@@H](C)NC(=O)C=1N(N=C(C1)C(F)(F)F)C N-[(1R)-1-[3-[2-(methoxymethyl)-4-pyridinyl]-1,2,4-thiadiazol-5-yl]ethyl]-2-methyl-5-(trifluoromethyl)pyrazole-3-carboxamide